CN(CCC1(C(C=C(C=C1)NC=1N=C(C2=C(N1)N(C=C2)S(=O)(=O)C2=CC=C(C)C=C2)C2=CN(C1=CC=CC=C21)C)NC)NC)C 1-(2-(dimethylamino)ethyl)-N1,N2-dimethyl-N4-(4-(1-methyl-1H-indol-3-yl)-7-tosyl-7H-pyrrolo[2,3-d]pyrimidin-2-yl)benzene-1,2,4-triamine